3-(5-(2-(1H-Imidazol-1-yl)acetyl)-2-isopropoxyphenyl)-2-((7-(2-(4-chlorophenoxy)acetyl)-3-oxa-7,9-diazabicyclo[3.3.1]nonan-9-yl)methyl)quinazolin N1(C=NC=C1)CC(=O)C=1C=CC(=C(C1)N1C(N=C2C=CC=CC2=C1)CN1C2COCC1CN(C2)C(COC2=CC=C(C=C2)Cl)=O)OC(C)C